2-ethoxy-4,5-difluorobenzaldehyde C(C)OC1=C(C=O)C=C(C(=C1)F)F